(4S)-(+)-4-[4-(tert-butyl)phenyl]-alpha-[(4S)-4-[4-(tert-butyl)phenyl]-2-oxazolidinylidene]-2-oxazolineacetonitrile CC(C)(C)C1=CC=C(C=C1)[C@H]2COC(=C(C#N)C3=N[C@H](CO3)C4=CC=C(C=C4)C(C)(C)C)N2